4-(4-(3,8-diazabicyclo[3.2.1]octan-3-yl)-2-((1-(morpholinomethyl)cyclopropyl)methoxy)-7,8-dihydro-5H-pyrano[4,3-d]pyrimidin-7-yl)-5-ethynylnaphthalen-2-ol C12CN(CC(CC1)N2)C=2C1=C(N=C(N2)OCC2(CC2)CN2CCOCC2)CC(OC1)C1=CC(=CC2=CC=CC(=C12)C#C)O